C1=CC=C2C=3C(C(N4C(C13)=NC1=C4C=CC=C1)=O)=CC=C2 7H-benzo[de]benzo[4,5]imidazo[2,1-a]isoquinolin-7-one